N'-[4-(2-{3-[2-(morpholin-4-yl)-2-oxoethoxy]propyl}phenyl)butyl]ethanediamide N1(CCOCC1)C(COCCCC1=C(C=CC=C1)CCCCNC(C(=O)N)=O)=O